Benzyl (S)-3-(fluoromethyl)piperazine-1-carboxylate FC[C@@H]1CN(CCN1)C(=O)OCC1=CC=CC=C1